C(=C)C1C2C3C4C=CC(C3C(C1)C2)C4 8-vinyl-tetracyclo[4.4.0.12,5.17,10]-dodeca-3-ene